FC=1C=C(C=C(C1S(=O)(=O)C)F)O 3,5-difluoro-4-(methylsulfonyl)phenol